[Na].C(=C)S(=O)(=O)C=C vinyl sulfone sodium